C(C)(C)(C)OC(=O)N1[C@](CCC1)(C)CON1CN=C(C2=C1CN(CC2)C2=CC=CC1=CC=CC=C21)OC(=O)N2C(CNCC2)CC#N ((S)-1-(tert-butoxycarbonyl 2-methylpyrrolidin-2-yl)methoxy 7-(naphthalen-1-yl)-5,6,7,8-tetrahydropyrido[3,4-d]pyrimidin-4-yl)-2-(cyanomethyl)piperazine-1-carboxylate